N-(4-(3,4-dihydro-quinolin-1(2H)-yl)-7H-pyrrolo[2,3-d]pyrimidin-2-yl)-6-methoxy-2-methyl-1,2,3,4-tetrahydroisoquinolin-7-amine N1(CCCC2=CC=CC=C12)C=1C2=C(N=C(N1)NC1=C(C=C3CCN(CC3=C1)C)OC)NC=C2